ClC=1C=C(C(=C(C1)O)C1=C2C(=C(N=N1)N[C@H]1[C@H](CCCC1)O)C=NC=C2)F 5-chloro-3-fluoro-2-[4-[[(1r,2s)-2-hydroxycyclohexyl]amino]pyrido[3,4-d]pyridazin-1-yl]phenol